OC(=O)C(F)(F)F.ClC=1C=C(C#N)C=CC1C1(OC2=C(O1)C=CC=C2C2CCNCC2)C 3-chloro-4-(2-methyl-4-(piperidin-4-yl)benzo[d][1,3]dioxol-2-yl)benzonitrile TFA salt